Natrium Dodecyl-sulfat C(CCCCCCCCCCC)OS(=O)(=O)[O-].[Na+]